6-(Trifluoromethyl)-1-(4-(morpholinylmethyl)phenyl)-1,4-dihydrothiochromeno[4,3-c]pyrazole-3-carboxylic acid 5,5-Dioxide FC(C1=CC=CC2=C1S(CC1=C2N(N=C1C(=O)O)C1=CC=C(C=C1)CN1CCOCC1)(=O)=O)(F)F